N-(1-(4-chlorophenyl)-2,2,2-trifluoroethyl)-N,1,4-trimethyl-6-oxo-1,6-dihydropyridine-3-sulfonamide ClC1=CC=C(C=C1)C(C(F)(F)F)N(S(=O)(=O)C1=CN(C(C=C1C)=O)C)C